C(C1=CC=CC=C1)OC1=NC(=CC=C1C1=NN(C2=CC(=CC=C12)NC[C@@H]1CN(CC1)C(=O)OC(C)(C)C)C)OCC1=CC=CC=C1 tert-butyl (R)-3-(((3-(2,6-bis(benzyloxy)pyridin-3-yl)-1-methyl-1H-indazol-6-yl)amino)methyl)pyrrolidine-1-carboxylate